C(C)(=O)C(O)([C@H](N)[C@H](O)\C=C\C(CCCCCCCCCCCC)O)C(C)=O diacetyl-6-hydroxysphingosine